3,5-difluoro-4-hydroxy-N-({(1r,4r)-4-[6-(1H-pyrrolo[2,3-b]pyridin-5-yl)-2H-indazol-2-yl]cyclohexyl}methyl)benzamide, trifluoroacetate salt FC(C(=O)O)(F)F.FC=1C=C(C(=O)NCC2CCC(CC2)N2N=C3C=C(C=CC3=C2)C=2C=C3C(=NC2)NC=C3)C=C(C1O)F